(6-((4,4-difluorocyclohexyl)amino)-6'-methyl-[2,2'-bipyridin]-4-yl)methanol FC1(CCC(CC1)NC1=CC(=CC(=N1)C1=NC(=CC=C1)C)CO)F